(S)-3-cyclopropyl-5-(7-(2,4-dimethoxybenzyl)-8-(methoxymethyl)-5,6,7,8-tetrahydro-[1,2,4]triazolo[4,3-a]pyrazin-3-yl)-1,2,4-thiadiazole C1(CC1)C1=NSC(=N1)C1=NN=C2N1CCN([C@@H]2COC)CC2=C(C=C(C=C2)OC)OC